NCC(CCCCCC(C(=O)OC)(C)C1=CC(=CC=C1)I)O methyl 9-amino-8-hydroxy-2-(3-iodophenyl)-2-methylnonanoate